C(#N)CC1=C(C=C(C(=C1)F)B1OC(C(O1)(C)C)(C)C)NC(C(F)(F)F)=O N-[2-(cyanomethyl)-4-fluoro-5-(4,4,5,5-tetramethyl-1,3,2-dioxaborolan-2-yl)phenyl]-2,2,2-trifluoro-acetamide